N-(bicyclo[1.1.1]pentan-1-yl)-6-cyclobutyl-4-hydroxy-1-(2-(4-hydroxypiperidin-1-yl)ethyl)-2-oxo-1,2-dihydro-1,8-naphthyridine-3-carboxamide C12(CC(C1)C2)NC(=O)C=2C(N(C1=NC=C(C=C1C2O)C2CCC2)CCN2CCC(CC2)O)=O